(R)-N-(2-chloro-3'-((3-((3-hydroxypyrrolidin-1-yl)methyl)-1,7-naphthyridin-8-yl)amino)-2'-methyl-[1,1-biphenyl]-3-yl)-5-formyl-1-methyl-2-oxo-1,2-dihydropyridine-3-carboxamide ClC1=C(C=CC=C1NC(=O)C=1C(N(C=C(C1)C=O)C)=O)C1=C(C(=CC=C1)NC=1N=CC=C2C=C(C=NC12)CN1C[C@@H](CC1)O)C